NC=1C=C2C(=CC(=NC2=CC1OCC)C)NC1=CC(=C(C=C1)OCC1=NC=CC=C1)Cl 6-amino-4-((3-chloro-4-(pyridin-2-ylmethoxy)phenyl)amino)-7-ethoxy-2-methylquinoline